N-allyl-N-(4-phenylpyrimidin-2-yl)acetamide C(C=C)N(C(C)=O)C1=NC=CC(=N1)C1=CC=CC=C1